pinenyl-isopropyl-dimethoxysilane C12=C(C(CC(C1(C)C)C2)[Si](OC)(OC)C(C)C)C